The molecule is beta-D-Galp-(1->4)-beta-D-GlcpNAc-(1->3)-beta-D-Galp-(1->4)-D-GlcpNAc in which the configuration of the anomeric centre of the reducing-end N-acetylglucosamine residue is beta. It has a role as an epitope. CC(=O)N[C@@H]1[C@H]([C@@H]([C@H](O[C@H]1O)CO)O[C@H]2[C@@H]([C@H]([C@H]([C@H](O2)CO)O)O[C@H]3[C@@H]([C@H]([C@@H]([C@H](O3)CO)O[C@H]4[C@@H]([C@H]([C@H]([C@H](O4)CO)O)O)O)O)NC(=O)C)O)O